S-methyl O-((3-methyltetrahydrofuran-3-yl) methyl) dithiocarbonate C(SC)(OCC1(COCC1)C)=S